FC(CN1N=NC2=C1C=C(C=C2)C=2C(=CN1N=C(N=C(C12)OC)N[C@H]1[C@@H](CN(CC1)C1COC1)F)F)F 5-(1-(2,2-difluoroethyl)-1H-benzo[d][1,2,3]triazol-6-yl)-6-fluoro-N-((3R,4R)-3-fluoro-1-(oxetan-3-yl)piperidin-4-yl)-4-methoxypyrrolo[2,1-f][1,2,4]triazin-2-amine